COC1=C(C=CC(=C1)CCC(=O)CCCCC2=CC=C(C=C2)O)O The molecule is a diarylheptanoid that is 3-heptanone substituted by a 4-hydroxy-3-methoxyphenyl group at position 1 and a 4-hydroxyphenyl group at position 7. It has been isolated from the rhizomes of Curcuma kwangsiensis. It has a role as a plant metabolite. It is a diarylheptanoid, a ketone and a member of guaiacols.